ClC=1C=C2C[C@](C(C2=CC1)=O)(C#N)F (R)-5-chloro-2-fluoro-1-oxo-2,3-dihydro-indene-2-carbonitrile